OCC[N+](C)(C)C.C(C(=C)C)(=O)Cl methacrylic acid chloride choline